Glycyl-asparagine NCC(=O)N[C@@H](CC(N)=O)C(=O)O